(2S)-2-(4-(methoxycarbonyl)phenyl)-4-(1-methyl-1H-pyrazol-4-yl)piperidine COC(=O)C1=CC=C(C=C1)[C@H]1NCCC(C1)C=1C=NN(C1)C